((3-fluorotetrahydrofuran-3-yl)methyl)-1H-pyrazolo[3,4-b]pyrazin FC1(COCC1)CN1N=CC=2C1=NC=CN2